2-Hydroxylpropylen OC(=C)C